N1N=CC2=CC(=CC=C12)C#CC1=NC(=NC=C1)C1=NC(=NC=C1)NCC(C)(C)OC ((1H-indazol-5-yl)ethynyl)-N-(2-methoxy-2-methylpropyl)-[2,4'-bipyrimidin]-2'-amine